5-(3-fluoro-4-methoxyphenyl)-6-(6-methylpyridin-2-yl)-2,3-dihydro-1H-imidazo[1,2-a]imidazole FC=1C=C(C=CC1OC)C1=C(N=C2N1CCN2)C2=NC(=CC=C2)C